C(CCC)C1=C(C(=C(C(N1)=O)S(=O)(=O)C1=CC=C(C=N1)C=1C(=NC(=CC1)F)C)O)C1=C(C=CC=C1OC)OC 6-butyl-5-(2,6-dimethoxyphenyl)-3-((6'-fluoro-2'-methyl-[3,3'-bipyridin]-6-yl)sulfonyl)-4-hydroxypyridin-2(1H)-one